CNC(=O)C1=CC2=C(N(C(=N2)C2=NC=CC=C2C(=O)O)C=2C=C3CCC(NC3=CC2)=O)C=C1 2-[5-(Methylcarbamoyl)-1-(2-oxo-3,4-dihydro-1H-quinolin-6-yl)benzimidazol-2-yl]pyridine-3-carboxylic Acid